NC=1C2=C(N=CN1)N(C(=C2C2=CC=CC=1OCOC12)C#CC1CN(C1)C1CCN(CC1)C(C=C)=O)CC 1-(4-(3-((4-amino-5-(benzo[d][1,3]dioxol-4-yl)-7-ethyl-7H-pyrrolo[2,3-d]pyrimidin-6-yl)ethynyl)azetidin-1-yl)piperidin-1-yl)prop-2-en-1-one